C(C(=O)ON(CCCCCCCCCC)CCCCCCCCCC)(=O)OCC ethyl 2-(didecylamino) oxalate